C(C)(C)(C)OC(=O)N1C[C@H](CCC1)C(=O)O (3S)-1-[(tert-butoxy)carbonyl]piperidine-3-carboxylic acid